FC1=C(C=CC(=C1OC)F)NC(N(C)C1=CC=2OC(C(=CC2S1)C(=O)O)=O)=O 2-(3-(2,4-difluoro-3-methoxyphenyl)-1-methylureido)-5-oxo-5H-thieno[3,2-b]pyran-6-carboxylic acid